6-{[6-({4-carbamoyl-3-[4-(difluoromethanesulfonamido)-3-[(1S)-1-(4-fluorophenyl)ethoxy]phenyl]-1-{[2-(trimethylsilyl)ethoxy]methyl}-1H-pyrazol-5-yl}amino)pyridin-3-yl]oxy}hexanoic acid C(N)(=O)C=1C(=NN(C1NC1=CC=C(C=N1)OCCCCCC(=O)O)COCC[Si](C)(C)C)C1=CC(=C(C=C1)NS(=O)(=O)C(F)F)O[C@@H](C)C1=CC=C(C=C1)F